FC=1C=CC=C2C(=C(NC12)C)CCNC1=NC(=NC2=C1OCCN2)C=2C(=NC=CC2)O 3-(4-((2-(7-fluoro-2-methyl-1H-indol-3-yl)ethyl)amino)-7,8-dihydro-6H-pyrimido[5,4-b][1,4]oxazin-2-yl)pyridin-2-ol